C1(CC1)C=1N=NN(C1)[C@H](C(=O)N1[C@@H](C[C@H](C1)O)C(=O)NC1CN(CC1)C(=O)C1=NC=CC=C1)C(C)(C)C (2S,4r)-1-[(2S)-2-(4-cyclopropyl-triazol-1-yl)-3,3-dimethyl-butyryl]-4-hydroxy-N-[1-(pyridine-2-carbonyl)pyrrolidin-3-yl]pyrrolidine-2-carboxamide